4-((S)-4-acryloyl-3-(cyanomethyl)piperazin-1-yl)-7-(2-amino-7-fluorobenzo[d]thiazol-4-yl)-6-chloro-8-fluoroquinoline-3-carbonitrile C(C=C)(=O)N1[C@H](CN(CC1)C1=C(C=NC2=C(C(=C(C=C12)Cl)C1=CC=C(C2=C1N=C(S2)N)F)F)C#N)CC#N